4-[3-(3-chloro-4-hydroxy-phenyl)-4,4-dimethyl-5-oxo-2-thioxo-imidazolidin-1-yl]-2-(trifluoromethyl)benzonitrile ClC=1C=C(C=CC1O)N1C(N(C(C1(C)C)=O)C1=CC(=C(C#N)C=C1)C(F)(F)F)=S